C[N+](CCCCCCCCCCCCCCCC)(C)CCCCCC(=O)[O-] 6-(N,N-dimethyl-N-hexadecylammonio)hexanoate